5-(benzyloxy)-2-(methyl-d3)valeronitrile C(C1=CC=CC=C1)OCCCC(C#N)C([2H])([2H])[2H]